E-2-cyclohexanone C1C(CCCC1)=O